C1(CCCCCCC1)C(C(=O)NC1=CC=C2C(=C1)NC(C21CCS(CC1)(=O)=N)=O)NC(=O)C=1N(N=CC1)C N-{1-cyclooctyl-2-[(1'-imino-1',2-dioxospiro[indoline-3,4'-thiane]-6-yl)amino]-2-oxo-ethyl}-2-methylpyrazole-3-carboxamide